(3aR,5S,6S,6aR)-5-((R)-2,2-Dimethyl-1,3-dioxol-4-yl)-2,2-dimethyltetrahydrofurano[2,3-d][1,3]dioxolan-6-amine CC1(OC=C(O1)[C@@H]1[C@@H]([C@@H]2[C@@H](OC(O2)(C)C)O1)N)C